NC=1C=C(C=C(C1)C(F)(F)F)[C@@H](C)NC=1C2=C(N=C(N1)Cl)N=CC(=C2)N2CCN(CC2)CCOC (R)-N-(1-(3-amino-5-(trifluoromethyl)phenyl)ethyl)-2-chloro-6-(4-(2-methoxyethyl)piperazin-1-yl)pyrido[2,3-d]pyrimidin-4-amine